3-[4,4-bis(hydroxymethyl)-4,5-dihydro-1,3-oxazol-2-yl]-2-methyl-1-benzofuran OCC1(N=C(OC1)C1=C(OC2=C1C=CC=C2)C)CO